(S)-1-(3-chloro-4-fluorophenyl)-5-(5-(3,5-dimethylisoxazol-4-yl)-1-((R)-1-(methylsulfonyl)pyrrolidin-3-yl)-1H-benzo[d]imidazol-2-yl)pyrrolidin-2-one ClC=1C=C(C=CC1F)N1C(CC[C@H]1C1=NC2=C(N1[C@H]1CN(CC1)S(=O)(=O)C)C=CC(=C2)C=2C(=NOC2C)C)=O